C(C)(C)(C)OC(=O)N(C1=C2CC(C(C2=CC=C1)=O)(C(=O)OC)CCC(=O)OC)C methyl 4-((tert-butoxycarbonyl)(methyl)amino)-2-(3-methoxy-3-oxopropyl)-1-oxo-2,3-dihydro-1H-indene-2-carboxylate